ClC1=CC=C2C(N(C(=NC2=C1)C)C1=CC=C(C=C1)O)=O 7-Chloro-3-(4-hydroxyphenyl)-2-methylquinazolin-4(3H)-one